[4-[[4-[[2-(6-methyl-2-pyridyl)pyrimidin-4-yl]amino]pyrimidin-2-yl]amino]-2-thienyl]-piperazin-1-yl-methanone CC1=CC=CC(=N1)C1=NC=CC(=N1)NC1=NC(=NC=C1)NC=1C=C(SC1)C(=O)N1CCNCC1